CN(C(=O)C=1C=NN2C1CN(CC2)C(=O)OC(C)(C)C)C2(CC2)C2=NC=C(C=N2)C(=O)O 2-(1-{N-methyl-5-[(tert-butoxy)carbonyl]-4H,5H,6H,7H-pyrazolo[1,5-a]pyrazine-3-amido}cyclopropyl)pyrimidine-5-carboxylic acid